C(C1=CC=CC=C1)C=1C(=C(C(=NC1C1=C(C=C(C(=C1)F)C(F)(F)F)OC1=C(C(=C(C=C1)F)F)OC)C)S(=O)(=O)NC)O benzyl-6-[2-(3,4-difluoro-2-methoxy-phenoxy)-5-fluoro-4-(trifluoromethyl)phenyl]-4-hydroxy-N,2-dimethyl-pyridine-3-sulfonamide